Diethyl (2-(4-fluorophenyl)-2-methylpropanoyl)-L-allothreonyl-D-glutamate FC1=CC=C(C=C1)C(C(=O)N[C@@H]([C@@H](O)C)C(=O)N[C@H](CCC(=O)OCC)C(=O)OCC)(C)C